N2-(2-methoxy-4-(1-methyl-1H-tetrazol-5-yl)phenyl)-6-methyl-N8-((3-methyltetrahydrofuran-3-yl)methyl)pyrido[3,4-d]pyrimidine-2,8-diamine COC1=C(C=CC(=C1)C1=NN=NN1C)NC=1N=CC2=C(N1)C(=NC(=C2)C)NCC2(COCC2)C